2,2'-((2,2'-dichloro-[1,1'-biphenyl]-3,3'-diyl)bis(4-oxopyrrolo[2,1-f][1,2,4]triazine-6,3(4H)-diyl))diacetic acid ClC1=C(C=CC=C1C=1C=C2C(N(C=NN2C1)CC(=O)O)=O)C1=C(C(=CC=C1)C=1C=C2C(N(C=NN2C1)CC(=O)O)=O)Cl